C(C)(C)OC=1C(C(C1[Sn](CCCC)(CCCC)CCCC)=O)=O 3-isopropoxy-4-(tributylstannyl)cyclobut-3-ene-1,2-dione